C1(CCCCC1)CCCC1=CC2=C(S1)C1=CC=3C=CC4=C(SC=C4)C3C=C1C=C2 2-(3-cyclohexylpropyl)anthra[1,2-b:5,6-b']dithiophene